C1(CCCC1)C=1N(C(=NN1)NS(=O)(=O)[C@@H](C)[C@H](C)C1=NC=C(C=N1)C)C1=C(C=CC=C1OC)OC (2S,3R)-N-(5-cyclopentyl-4-(2,6-dimethoxyphenyl)-4H-1,2,4-triazol-3-yl)-3-(5-methylpyrimidin-2-yl)butane-2-sulfonamide